FC=1C=C(C=C(C1)F)C1=NO[C@@](C1)(C=C)C(=O)N[C@H]1C=C[C@H](C1)C(=O)OC Methyl (1S,4R)-4-[[[(5S)-3-(3,5-difluorophenyl)-5-vinyl-4H-1,2-oxazol-5-yl]carbonyl] amino]-cyclopent-2-ene-1-carboxylate